ClC=1C=C2C(=CC1)NC(C21CCN(CC1)CCOC=1C=C2C(=NC1)N(C(C2)=O)C2CC(C2)(C)O)=O 5-chloro-1'-[2-({2-oxo-1-[(trans)-3-hydroxy-3-methylcyclobutyl]-1H,2H,3H-pyrrolo[2,3-b]pyridin-5-yl}oxy)ethyl]-1,2-dihydrospiro[indole-3,4'-piperidin]-2-one